N1N=CC=C1C(=O)N Pyrazole-5-carboxamide